3-(2-(1-(decanoyloxy)ethoxy)-2,2-diphenylacetoxy)spiro[bicyclo[3.2.1]octane-8,1'-pyrrolidin]-8-ium formate C(=O)[O-].C(CCCCCCCCC)(=O)OC(C)OC(C(=O)OC1CC2CCC(C1)[N+]21CCCC1)(C1=CC=CC=C1)C1=CC=CC=C1